7-(7-(5,6-dimethyl-1H-indazol-4-yl)-8-fluoro-2-((tetrahydro-1H-pyrrolizin-7a(5H)-yl)methoxy)pyrido[4,3-d]pyrimidin-4-yl)-2,7-diazaspiro[4.5]decan-3-one CC=1C(=C2C=NNC2=CC1C)C1=C(C=2N=C(N=C(C2C=N1)N1CC2(CC(NC2)=O)CCC1)OCC12CCCN2CCC1)F